FC1=CC=C(C=C1)C(=O)C=1C=NC(=NC1)N1CCNCC1 (4-fluorophenyl)(2-piperazin-1-ylpyrimidin-5-yl)methanone